N-(2-((5-((cyclopropylmethyl)amino)-7-(2,6-difluoro-3,5-bis(methoxy-d3)phenyl)-2,6-naphthyridin-3-yl)amino)-3-methylphenyl)acrylamide C1(CC1)CNC1=C2C=C(N=CC2=CC(=N1)C1=C(C(=CC(=C1F)OC([2H])([2H])[2H])OC([2H])([2H])[2H])F)NC1=C(C=CC=C1C)NC(C=C)=O